methyl (R)-2-(6-(1-((tert-butoxycarbonyl)amino)ethyl)-1H-pyrrolo[2,3-b]pyridin-2-yl)-6-methoxy-1-methyl-1H-benzo[d]imidazole-5-carboxylate C(C)(C)(C)OC(=O)N[C@H](C)C1=CC=C2C(=N1)NC(=C2)C2=NC1=C(N2C)C=C(C(=C1)C(=O)OC)OC